Ethyl 2-[6-(1,1-difluoropropyl)-pyridin-3-yl]-3-fluoro-5-nitrobenzoate FC(CC)(F)C1=CC=C(C=N1)C1=C(C(=O)OCC)C=C(C=C1F)[N+](=O)[O-]